CC=1C2=C(NC(C1C(C=CC1=CC=NC=C1)=O)=O)SC=C2 4-methyl-5-(3-(pyridin-4-yl)acryloyl)thieno[2,3-b]pyridin-6(7H)-one